[K].C1CCC2=C(C=3CCCC3C=C12)NC(=O)NS(=O)(=O)C1CN(CC1)C(CC)CC N-((1,2,3,5,6,7-Hexahydro-s-indacen-4-yl)carbamoyl)-1-(pentan-3-yl)pyrrolidine-3-sulfonamide, Potassium Salt